ethyl-magnesium bromide format C(=O)O.C(C)[Mg]Br